3-amino-2,3-dihydrothiophene 1,1-dioxide hydrobromide Br.NC1CS(C=C1)(=O)=O